1-(2',4'-dichlorophenyl)thiourea ClC1=C(C=CC(=C1)Cl)NC(=S)N